C(C=C)(=O)OC1=C(C2=CC=CC=C2C=C1)CN1CC=2N=C(N=C(C2C1)N1C[C@@H](N(CC1)C(C=C)=O)CC#N)OC[C@H]1N(CCC1)C 1-((4-((S)-4-acryloyl-3-(cyanomethyl)piperazin-1-yl)-2-(((S)-1-methylpyrrolidin-2-yl)methoxy)-5,7-dihydro-6H-pyrrolo[3,4-d]pyrimidin-6-yl)methyl)naphthalen-2-yl acrylate